(1S,2S)-2-(pyridin-2-yldisulfaneyl)cyclohexyl (4-(hydroxymethyl) phenyl)(methyl)carbamate OCC1=CC=C(C=C1)N(C(O[C@@H]1[C@H](CCCC1)SSC1=NC=CC=C1)=O)C